FC(C1=CC2=C(C(=NO2)N2C(N3[C@H](C2)C([C@@H](C3)NS(=O)(=O)C)(F)F)=O)C(=C1)C1=C(C=C(C=C1F)F)F)F N-{(6R,7aR)-2-[6-(difluoromethyl)-4-(2,4,6-trifluorophenyl)-1,2-benzoxazol-3-yl]-7,7-difluoro-3-oxohexahydro-1H-pyrrolo[1,2-c]imidazol-6-yl}methanesulfonamide